FC1=CC(=C(C=N1)CNC)I 1-(6-fluoro-4-iodopyridin-3-yl)-N-methyl-methylamine